(cyclopentadienyl)dipropyltrimethylsilylmethyl-platinum C1(C=CC=C1)[Pt](C[Si](C)(C)C)(CCC)CCC